N-(2-fluoro-3-methyl-4-((1-methyl-1H-benzo[d]imidazol-5-yl)oxy)phenyl)-6-(methylsulfinyl)pyrimido[5,4-d]pyrimidin-4-amine FC1=C(C=CC(=C1C)OC1=CC2=C(N(C=N2)C)C=C1)NC=1C2=C(N=CN1)C=NC(=N2)S(=O)C